3-(((3-methoxybenzyl)(4-((2-(2-(3-methoxyphenoxy)ethoxy)ethoxy)methyl)phenyl)amino)methyl)-N,N-dimethylaniline COC=1C=C(CN(C2=CC=C(C=C2)COCCOCCOC2=CC(=CC=C2)OC)CC=2C=C(N(C)C)C=CC2)C=CC1